C=1N=CN2C1C(=NC=C2)N2CC(C2)OC=2C=C(C(=O)NC=1C=NC=C(C1)C(F)(F)F)C=CC2C 3-((1-(imidazo[1,5-a]pyrazin-8-yl)azetidin-3-yl)oxy)-4-methyl-N-(5-(trifluoromethyl)pyridin-3-yl)benzamide